N1(CCSCC1)C=NS(=O)(=O)C1=CC=CC=C1 N-(thiomorpholinylmethylene)benzenesulfonamide